(1S)-2-[4,6-bis(trifluoromethyl)-1,3,5-triazin-2-yl]-6-chloro-1-(2,2,2-trifluoroethyl)-2,3,4,9-tetrahydro-1H-pyrido[3,4-b]indole FC(C1=NC(=NC(=N1)C(F)(F)F)N1[C@H](C=2NC3=CC=C(C=C3C2CC1)Cl)CC(F)(F)F)(F)F